ClC=1C=C(C=NC1C)OCC(=O)O 2-[(5-chloro-6-methyl-3-pyridyl)oxy]acetic acid